NC/C(/CN1N=CN(C1=O)CC1=CC=C(S1)C1=CSC(=C1)CO)=C\F 2-[(2E)-2-(aminomethyl)-3-fluoroprop-2-en-1-yl]-4-{[5'-(hydroxymethyl)-2,3'-bithiophen-5-yl]methyl}-2,4-dihydro-3H-1,2,4-triazol-3-one